C1(CC1)N1C(=NC2=C(C=C(C=C2C1=O)F)[C@@H](C)NC1=C(C(=O)O)C=CC=C1)[C@H]1OCCC1 2-(((R)-1-(3-cyclopropyl-6-fluoro-4-oxo-2-((S)-tetrahydrofuran-2-yl)-3,4-dihydroquinazolin-8-yl)ethyl)amino)benzoic acid